C(#N)C1=C2C(=CN=C1)N(C(=C2)C(=O)O)S(=O)(=O)C2=CC=C(C)C=C2 4-cyano-1-(p-toluenesulfonyl)pyrrolo[2,3-c]pyridine-2-carboxylic acid